C(C)N(C1CCN(CC1)CC1=C2C=CN(C2=CC=C1)CC(F)(F)F)CC 4-{[4-(diethylamino)piperidin-1-yl]methyl}-1-(2,2,2-trifluoroethyl)-1H-indol